7-(7-fluoroimidazo[1,2-a]pyridin-3-yl)-4-((4-(4-methylpiperazin-1-yl)phenyl)amino)-1,2-dihydro-3H-pyrrolo[3,4-c]pyridin-3-one FC1=CC=2N(C=C1)C(=CN2)C=2C1=C(C(=NC2)NC2=CC=C(C=C2)N2CCN(CC2)C)C(NC1)=O